ClC=1C=C(C=CC1F)NC(N([C@H](C)C1=CNC(C2=CC=CC=C12)=O)CC(C)C)=O |r| racemic-3-(3-chloro-4-fluorophenyl)-1-isobutyl-1-(1-(1-oxo-1,2-dihydroisoquinolin-4-yl)ethyl)urea